1-((1,4-dimethyl-1H-pyrazol-5-yl)methyl)-6-(4-methoxypyrrolo[2,1-f][1,2,4]triazin-5-yl)-2-methyl-1H-imidazo[4,5-b]pyridine CN1N=CC(=C1CN1C(=NC2=NC=C(C=C21)C=2C=CN1N=CN=C(C12)OC)C)C